methyl (2R)-2-(benzyloxymethyl)-1-methyl-pyrrolidine-2-carboxylate C(C1=CC=CC=C1)OC[C@@]1(N(CCC1)C)C(=O)OC